3-(methoxymethoxy)-5-(6-((3-(3-(trifluoromethoxy)phenyl)cyclopentyl)oxy)pyridin-3-yl)isoxazole COCOC1=NOC(=C1)C=1C=NC(=CC1)OC1CC(CC1)C1=CC(=CC=C1)OC(F)(F)F